(R)-(4-((1-(3-amino-5-(trifluoromethyl)phenyl)ethyl)amino)-6-(cyclopentylamino)-2-methylquinazoline-7-yl)(morpholino)methanone NC=1C=C(C=C(C1)C(F)(F)F)[C@@H](C)NC1=NC(=NC2=CC(=C(C=C12)NC1CCCC1)C(=O)N1CCOCC1)C